C(C)(C)(C)[S@](=O)N1[C@@H](CC(=CC1)C)C(=O)O (S)-1-((S)-tert-butylsulfinyl)-4-methyl-1,2,3,6-tetrahydropyridine-2-carboxylic acid